C=CC=CCCCCCC Decenen